NC1=CC=C(C(=C1C(=O)N(C)C)F)C=1C(=C2C(=NC1)NCC21CCC(CC1)O)OC 6-Amino-2-fluoro-3-((1S,4s)-4-hydroxy-4'-methoxy-1',2'-dihydrospiro[cyclohexane-1,3'-pyrrolo[2,3-b]pyridin]-5'-yl)-N,N-dimethylbenzamide